BrC=1C=C(C=NC1)N1[C@@H](CCC1)C(=O)O (5-bromopyridin-3-yl)proline